tert-butyl 4-(4-((5-amino-7-(butylamino)-2H-pyrazolo[4,3-d]pyrimidin-2-yl)methyl)-3,5-dimethoxyphenyl)piperazine-1-carboxylate NC=1N=C(C=2C(N1)=CN(N2)CC2=C(C=C(C=C2OC)N2CCN(CC2)C(=O)OC(C)(C)C)OC)NCCCC